Cl.C(C)N(C1CN(C1)C1=NC=C(C=C1NS(=O)(=O)C)C1=CC=2C3=C(C=NC2C=C1F)N(C(C31CCC1)=O)C)C N-(2-(3-(Ethyl(methyl)amino)azetidin-1-yl)-5-(7'-fluoro-3'-methyl-2'-oxo-2',3'-dihydrospiro[cyclobutane-1,1'-pyrrolo[2,3-c]quinolin]-8'-yl)pyridin-3-yl)methanesulfonamide hydrochloride